5-Chloro-4-ethyl-2-oxa-9λ6-thia-6,8,15,23-tetraazatetracyclo[15.3.1.13,7.110,14]tricosa-1(20),3(23),4,6,10(22),11,13,17(21),18-nonaene-9,9,16-trione ClC1=C(C=2OC3=CC=CC(C(NC4=CC=CC(S(NC(=N1)N2)(=O)=O)=C4)=O)=C3)CC